[F-].FB(F)C[N+](CC#C)(C)C N-((Difluoroboranyl)methyl)-N,N-dimethylprop-2-yn-1-aminium fluoride